FC1=C(C=CC=C1)C(CCC(=O)O)C1=C(C=CC=C1)F 4,4-bis(2-fluorophenyl)butyric acid